(R)-2-(1-(t-Butoxycarbonyl)pyrrolidin-3-yl)-2-(3-vinylphenethyl)malonic acid dimethyl ester COC(C(C(=O)OC)(CCC1=CC(=CC=C1)C=C)[C@@H]1CN(CC1)C(=O)OC(C)(C)C)=O